(2-methacryloyloxyethyl)carbamic acid-(2-methacryloyloxyethyl) ester C(C(=C)C)(=O)OCCOC(NCCOC(C(=C)C)=O)=O